3,6,9,12-tetraoxahexadecane-1-carboxylate C(COCCOCCOCCOCCCC)C(=O)[O-]